(3,5-difluoro-2-(isopropyloxy)phenyl)methylamine FC=1C(=C(C=C(C1)F)CN)OC(C)C